C(C1=CC=CC=C1)(=O)/C(/C(=O)OCC)=C/OCC ethyl (Z)-2-benzoyl-3-ethoxyacrylate